C(C)S(=O)(=O)C=1C(=NC(=CC1)C1=CC=C(C=C1)OC(F)(F)F)C1=NC=2N(C=C1)N=C(C2)C(F)(F)F 5-(3-(ethylsulfonyl)-6-(4-(trifluoromethoxy)phenyl)pyridin-2-yl)-2-(trifluoromethyl)pyrazolo[1,5-a]pyrimidine